9,9',9''-(5-(2-(9H-carbazol-9-yl)phenyl)-4-(3,5-dimethylphenyl)pyridine-2,3,6-triyl)tris(3,6-diphenyl-9H-carbazole) C1=CC=CC=2C3=CC=CC=C3N(C12)C1=C(C=CC=C1)C=1C(=C(C(=NC1N1C2=CC=C(C=C2C=2C=C(C=CC12)C1=CC=CC=C1)C1=CC=CC=C1)N1C2=CC=C(C=C2C=2C=C(C=CC12)C1=CC=CC=C1)C1=CC=CC=C1)N1C2=CC=C(C=C2C=2C=C(C=CC12)C1=CC=CC=C1)C1=CC=CC=C1)C1=CC(=CC(=C1)C)C